CC1=C(C(OC1(C)C)=O)C(=O)O 4,5,5-trimethyl-2-oxo-furan-3-carboxylic acid